C(C)(C)(C)OC(CN1CCN(CCNCCN(CC1)C(=O)OCC1=CC=CC=C1)C(=O)OCC1=CC=CC=C1)=O 1,7-Dibenzyl 4-[2-(tert-butoxy)-2-oxoethyl]-1,4,7,10-tetraazacyclododecane-1,7-dicarboxylate